N6-((1-(6-nitrobenzo[d][1,3]dioxol-5-yl)ethoxy)carbonyl)lysine cyclopropane-1,1-diylbis(methylene)bis(p-toluenesulfonate) C1(CC1)(CCC1=CC=C(C=C1)S(=O)(=O)O)CCC1=CC=C(C=C1)S(=O)(=O)O.[N+](=O)([O-])C=1C(=CC2=C(OCO2)C1)C(C)OC(=O)NCCCC[C@H](N)C(=O)O